BrC=1C=C2C(=CNC2=CC1)S(=O)(=O)C1=CC(=C(C=C1)OC)N1CCNCC1 5-bromo-3-((4-methoxy-3-(piperazin-1-yl)phenyl)sulfonyl)-1H-indole